C1CCC(C1)(O)O cyclopentanediol